2,4,6,8-tetra-n-butyl-2,4,6,8-tetraazaadamantane-9,10-dione C(CCC)N1C2N(C3N(C(N(C1C3=O)CCCC)C2=O)CCCC)CCCC